2-cyclopropyl-N-(cis-3-(7-hydroxy-3,7-dihydro-[1,2]oxaborinino[5,6-d]pyrrolo[2,3-b]pyridin-9-yl)cyclobutyl)ethane-1-sulfonamide C1(CC1)CCS(=O)(=O)N[C@@H]1C[C@@H](C1)C1=CB(OC=2C1=C1C(=NC2)NC=C1)O